4-Trifluoromethyl-6H-1,3-oxazin-6-one FC(C=1N=COC(C1)=O)(F)F